N-(2-fluoro-4-(5-(trifluoromethyl)-1,3,4-oxadiazol-2-yl)benzyl)-N-(2-fluorophenyl)methanesulfonamide FC1=C(CN(S(=O)(=O)C)C2=C(C=CC=C2)F)C=CC(=C1)C=1OC(=NN1)C(F)(F)F